NCC(CO)(C(F)(F)F)O 2-(aminomethyl)-3,3,3-trifluoropropane-1,2-diol